N1CC(C1)NC1=CC=C(C=C1)CNC(C(C)N1C=C(C2=CC(=CC=C12)S(=O)(=O)N1CCCCC1)C)=O N-[[4-(azetidin-3-ylamino)phenyl]methyl]-2-[3-methyl-5-(1-piperidylsulfonyl)indol-1-yl]propanamide